COCCNC=C1C(CC(CC1=O)C1=CC=CC=C1)=O 2-(((2-methoxyethyl)amino)methylene)-5-phenylcyclohexane-1,3-dione